P(=O)(OCC#C)(OCC#C)OCCCC dipropargyl butyl phosphate